C(C#C)N(C1=CC=C(C=C1)CC)CC#C N,N-bis(2-propynyl)4-ethylaniline